NC1=NC=C(C(=N1)C(F)F)C1=NC(=NC(=N1)N1CCOCC1)N1CCN(CC1)C(CCCCNC(OC(C)(C)C)=O)=O tert-butyl (5-(4-(4-(2-amino-4-(difluoromethyl)pyrimidin-5-yl)-6-morpholino-1,3,5-triazin-2-yl)piperazin-1-yl)-5-oxopentyl)carbamate